NC1=CC(=C2CN(C(C2=C1)=O)CC(=C)C1=NC=NC=C1)C1=CC=C2C=NN(C2=C1)C 6-amino-4-(1-methyl-1H-indazol-6-yl)-2-[2-(pyrimidin-4-yl)prop-2-en-1-yl]-2,3-dihydro-1H-isoindol-1-one